FC=1C=C(C=C(C1C1=CC=C(C=C1)C(F)(F)F)F)C1=CC=C(N1)C(=O)N (2S,5R)-5-[3,5-difluoro-4-(4-trifluoromethylphenyl)phenyl]-1H-pyrrole-2-carboxamide